rac-(3S,4S)-2'-(2-ethoxypyridin-3-yl)-3-ethyl-6',7'-dihydro-8'H-spiro[piperidine-4,5'-[1,7]naphthyridin]-8'-one C(C)OC1=NC=CC=C1C1=NC=2C(NC[C@]3(C2C=C1)[C@@H](CNCC3)CC)=O |r|